7-(trifluoromethyl)-1H-indazol-3-amine FC(C=1C=CC=C2C(=NNC12)N)(F)F